FC1=CC=C(C=C1)[C@@H](C)NC=1N=NC(=CN1)C=1C=CC2=C(N(C(O2)=O)CS(=O)(=O)C)C1 (R)-5-(3-((1-(4-fluorophenyl)ethyl)amino)-1,2,4-triazin-6-yl)-3-((methylsulfonyl)methyl)benzo[d]oxazol-2(3H)-one